2-ethoxyethyl (S)-1-((4'-(1,1,1,3,3,3-hexafluoro-2-hydroxypropan-2-yl)-[1,1'-biphenyl]-4-yl)methyl)-4-(pyridin-4-ylmethyl)piperazine-2-carboxylate FC(C(C(F)(F)F)(O)C1=CC=C(C=C1)C1=CC=C(C=C1)CN1[C@@H](CN(CC1)CC1=CC=NC=C1)C(=O)OCCOCC)(F)F